ClC1=C(C=CC=C1)NCC=1C=NC(=NC1)C (2-chlorophenyl)(2-methylpyrimidin-5-yl)methylamine